Sodium-Rubidium [Rb].[Na]